OC[C@H]1O[C@H]([C@@H]([C@@H]1O)O)N1C2=NC=NC(=C2N=C1)N/N=C/C1=CN=CS1 (2R,3S,4R,5R)-2-(hydroxymethyl)-5-{6-{2-[(E)-thiazol-5-ylmethylene]hydrazino}-9H-purin-9-yl}tetrahydrofuran-3,4-diol